FC(C([C@@H](C(=O)NO)NC(CCC1=CC=C(C=C1)N1C(C=CC=C1)=O)=O)(C)O)F (2S)-4,4-difluoro-N,3-dihydroxy-3-methyl-2-(3-(4-(2-oxopyridin-1(2H)-yl)phenyl)propanamido)butanamide